N(=C=O)[C@H](C(=O)OC)C(C)(C)C methyl (S)-2-isocyanato-3,3-dimethylbutanoate